N1(CCC2=CC=CC=C12)C(=O)OC(N(C1=NNC(=C1)C1=CC=C(C=C1)C#N)C(C)(C)C)=O tert-butyl-((5-(4-cyanophenyl)-1H-pyrazol-3-yl) carbamoyl) indoline-1-carboxylate